FC(C(=O)O)(F)F.FC(F)(F)C1=NC=CC=C1C1C(NC(N1)=O)=O 5-(trifluoromethyl-3-pyridinyl)-2,4-imidazolidinedione trifluoroacetate